5-Methyl-8-((3R,4R)-3-methyl-4-(4-(tert-pentyl)phenoxy)piperidin-1-yl)-6-oxo-5,6-dihydro-1,5-naphthyridin-2-carbonitril CN1C=2C=CC(=NC2C(=CC1=O)N1C[C@H]([C@@H](CC1)OC1=CC=C(C=C1)C(C)(C)CC)C)C#N